CN(C([S-])=S)C.CN(C([S-])=S)C.CN(C([S-])=S)C.[Ni+3] Nickel bis(dimethyldithiocarbamate) (dimethyldithiocarbamate)